FC(OC1=C(C=C(C=C1)C1=NNC=C1)OCC1=CC=C(C=C1)OC)F 3-(4-(difluoromethoxy)-3-((4-methoxybenzyl)oxy)phenyl)-1H-pyrazole